N1=CC=C(C2=CC=CC=C12)S(=O)(=O)CCC(=O)OC methyl 3-(quinolin-4-ylsulfonyl)propanoate